C1(CCCC1)SC=1SC(=C(N1)C)C1=NC(=NC=C1)NC1=NC=2CCN(CC2C=C1)C1CCNCC1 4-(2-((4-(2-cyclopentylthio-4-methyl-thiazol-5-yl)pyrimidin-2-yl)amino)-7,8-dihydro-5H-1,6-naphthyridin-6-yl)piperidine